2-(2,6-dioxopiperidin-3-yl)-4-((2-(2-(2-(2-hydroxyethoxy)ethoxy)ethoxy)ethyl)amino)isoindoline-1,3-dione O=C1NC(CCC1N1C(C2=CC=CC(=C2C1=O)NCCOCCOCCOCCO)=O)=O